6-(7-(2,2-difluoroethoxy)imidazo[1,2-a]pyridin-3-yl)-N-((3S,4S)-4-fluoropiperidin-3-yl)pyrazin-2-amine FC(COC1=CC=2N(C=C1)C(=CN2)C2=CN=CC(=N2)N[C@H]2CNCC[C@@H]2F)F